CC1=NOC(=C1C=1C=C2C(=NC1)N(C=C2C2=C(C=C(C(=O)O)C=C2)OC(F)(F)F)C=2C=NC=CC2OC)C 4-(5-(3,5-dimethylisoxazol-4-yl)-1-(4-methoxypyridin-3-yl)-1H-pyrrolo[2,3-b]pyridin-3-yl)-3-(trifluoromethoxy)benzoic acid